OC=1C(=C(C(=CC1)C)N1C=NC2=C(C1=O)C=C(N2)C=2C=CC(=NC2)C#N)C 5-(3-(3-hydroxy-2,6-dimethylphenyl)-4-oxo-4,7-dihydro-3H-pyrrolo[2,3-d]pyrimidin-6-yl)picolinonitrile